4-methoxy-6,7-dihydroquinolin-8(5H)-one COC1=CC=NC=2C(CCCC12)=O